FC(C1=CC2=C(SC(=C2)C(N[C@H]2CC\C=C/[C@@H]3N(C2=O)[C@@H](CC3)C(=O)N3CC(C3)C=3C=NC=CC3)=O)C=C1)(F)P(O)(O)=O (difluoro(2-(((3S,6S,10aR,Z)-5-oxo-3-(3-(pyridin-3-yl)azetidine-1-carbonyl)-1,2,3,5,6,7,8,10a-octahydropyrrolo[1,2-a]azocin-6-yl)carbamoyl)benzo[b]thiophen-5-yl)methyl)phosphonic acid